3-(bromomethyl)-1-methoxybenzene BrCC=1C=C(C=CC1)OC